C(C)(C)(C)OC(C(C)(C)N1C(C2=CC(=CC=C2C1)Br)=O)=O 2-(6-bromo-1-oxo-2,3-dihydro-1H-isoindol-2-yl)-2-methylpropanoic acid tert-butyl ester